N1=CC=CC2=CC=CC(=C12)OCC1=NC(=NO1)C(=O)O 5-((quinolin-8-yloxy)methyl)-1,2,4-oxadiazole-3-carboxylic acid